COC=1C(=C(C(=O)O)C=CC1)O methoxy-2-hydroxybenzoic acid